2-{3-[(2R,6S)-2,6-dimethylmorpholine-4-carbonyl]-5,6-dihydrocyclopenta[c]pyrazol-1(4H)-yl}-1-[4-(2,3,4-trifluorophenyl)piperidin-1-yl]ethan-1-one C[C@@H]1CN(C[C@@H](O1)C)C(=O)C=1C2=C(N(N1)CC(=O)N1CCC(CC1)C1=C(C(=C(C=C1)F)F)F)CCC2